FC=1C=C(C=C(C1OCOCC[Si](C)(C)C)F)C1=NC=2CCC(C(C2C=C1)=O)(C#N)C 2-[3,5-difluoro-4-(2-trimethylsilylethoxymethoxy)phenyl]-6-methyl-5-oxo-7,8-dihydroquinoline-6-carbonitrile